5-(bromomethyl)-2-chlorobenzonitrile BrCC=1C=CC(=C(C#N)C1)Cl